C(=O)(OC(C)(C)C)N[C@@H](CCCCNC(=O)OC(C)(C)C)C(=O)O N2,N6-bis-boc-L-lysine